2-(1-((6-(5-(((1-cyclobutylethoxy)carbonyl)amino)-1-methyl-1H-1,2,3-triazol-4-yl)-2-methylpyridin-3-yl)ethynyl)cyclopropyl)acetic acid C1(CCC1)C(C)OC(=O)NC1=C(N=NN1C)C1=CC=C(C(=N1)C)C#CC1(CC1)CC(=O)O